N-(2-chloro-4-(trifluoromethyl)phenyl)-1-(4-iodo-3-methyl-1H-pyrazol-1-yl)cyclobutane-1-carboxamide ClC1=C(C=CC(=C1)C(F)(F)F)NC(=O)C1(CCC1)N1N=C(C(=C1)I)C